COC(CCl)O chloroethanal methyl hemiacetal